2-methylpropan-2-yl {[3-cyano-4-(5,5-dimethyl-1,3,2-dioxaborolan-2-yl)-7-fluorobenzo[b]thiophen-2-yl]amino}carboxylate C(#N)C=1C2=C(SC1NC(=O)OC(C)(C)C)C(=CC=C2B2OC(CO2)(C)C)F